O=C1N(CCC1)[C@@H](C(=O)N)CC (R)-2-(2-OXOPYRROLIDIN-1-YL)BUTANAMID